5-chloro-5-phenyl-4,5-dihydroisoxazole-3-carboxylic acid isopropyl ester C(C)(C)OC(=O)C1=NOC(C1)(C1=CC=CC=C1)Cl